(R)-5-chloro-1-(4-chlorobenzyl)-N-(4-(methylamino)-4-oxo-1-(2',3',6'-trifluoro-[1,1'-biphenyl]-4-yl)butan-2-yl)-2-oxo-1,2-dihydropyridine-3-carboxamide ClC=1C=C(C(N(C1)CC1=CC=C(C=C1)Cl)=O)C(=O)N[C@H](CC1=CC=C(C=C1)C1=C(C(=CC=C1F)F)F)CC(=O)NC